5-(4-methoxyquinazolin-6-yl)-N-(oxetan-3-yl)pyrrolo[2,1-f][1,2,4]triazin-2-amine COC1=NC=NC2=CC=C(C=C12)C=1C=CN2N=C(N=CC21)NC2COC2